NC1=C2C(=NC=N1)N(N=C2C2=CC=C(C=C2)OC2=CC=CC=C2)[C@H]2CN(CCC2)C(=O)C2=CC1=C(OCO1)C=C2 (R)-(3-(4-amino-(4-phenoxyphenyl)-1H-pyrazolo[3,4-d]pyrimidin-1-yl)piperidin-1-yl)-benzo[1,3]dioxol-5-yl-methanone